1-(tert-butyl)-3-(6-(3,5-dimethoxyphenyl)-2-((3-(piperazin-1-yl)propyl)amino)pyrido[2,3-d]pyrimidin-7-yl)urea HCl Cl.C(C)(C)(C)NC(=O)NC=1C(=CC2=C(N=C(N=C2)NCCCN2CCNCC2)N1)C1=CC(=CC(=C1)OC)OC